N-[6-(6-chloro-1,3-benzothiazol-2-yl)spiro[3.3]heptan-2-yl]-1,1-dioxo-thiolane-3-carboxamide ClC1=CC2=C(N=C(S2)C2CC3(CC(C3)NC(=O)C3CS(CC3)(=O)=O)C2)C=C1